FC(C(=O)O)(F)F.C1(=CC=CC=C1)C#CC1(CCNCC1)O 4-(phenylethynyl)piperidin-4-ol trifluoroacetate